2-(5-{2-[(6-methoxy-2-methyl-1,2,3,4-tetrahydroisoquinolin-7-yl)amino]quinazolin-7-yl}-1,3-thiazol-2-yl)propan-2-ol COC=1C=C2CCN(CC2=CC1NC1=NC2=CC(=CC=C2C=N1)C1=CN=C(S1)C(C)(C)O)C